1-((3-((4-bromobenzyl)oxy)prop-1-en-2-yl)oxy)-4-methylpyridin-1-ium BrC1=CC=C(COCC(=C)O[N+]2=CC=C(C=C2)C)C=C1